C(CCC)C1=CC(=C(C(=C1)OC)C1=C2CC(N(C2=CC=C1C)CC)=O)OC 4-(4-Butyl-2,6-dimethoxyphenyl)-1-ethyl-5-methylindolin-2-one